C(OCCC1=C(C(NC12CCN(CC2)OC)=O)C2=C(C=CC(=C2)C)C)([O-])=O 3-(2,5-Dimethylphenyl)-8-methoxy-2-oxo-1,8-diazaspiro[4.5]dec-3-en-4-yl-ethyl carbonate